1,2-dibromo-1,1-difluoro-2,2-dichloroethane BrC(C(Cl)(Cl)Br)(F)F